N-hydroxy-4-(3-methyloxetane-3-carbonyl)-4,5-dihydro-2H-spiro[benzo[f][1,4]oxazepine-3,1'-cyclopropane]-8-carboximidamide ONC(=N)C1=CC2=C(CN(C3(CC3)CO2)C(=O)C2(COC2)C)C=C1